CC1=C(N)C=CC(=C1)OC1CCOCC1 2-methyl-4-((tetrahydro-2H-pyran-4-yl)oxy)aniline